Ethyl 4-bromo-5-(bromomethyl)-1-[4-chloro-2-(2-fluorobenzoyl)phenyl]-1H-pyrazole-3-carboxylate BrC=1C(=NN(C1CBr)C1=C(C=C(C=C1)Cl)C(C1=C(C=CC=C1)F)=O)C(=O)OCC